FC=1C=C(C=CC1)N1N=C(C=C(C1=O)C(=O)N[C@@H]1CSC[C@@H]1O)C=1C=NC(=CC1)C(F)(F)F 2-(3-Fluorophenyl)-N-[(3S,4R)-4-hydroxytetrahydrothiophen-3-yl]-3-oxo-6-[6-(trifluoromethyl)pyridin-3-yl]-2,3-dihydropyridazin-4-carboxamid